2'-(9H-carbazol-9-yl)-N-phenyl-[1,1'-biphenyl]-3-amine C1=CC=CC=2C3=CC=CC=C3N(C12)C1=C(C=CC=C1)C1=CC(=CC=C1)NC1=CC=CC=C1